NC1=C(C=CC=C1C)C(C)=O 1-(2-amino-3-methylphenyl)ethan-1-one